[(3S)-1-methyl-5-oxo-pyrrolidin-3-yl]4-[3-[2-(cyclohexoxy)-3-pyridyl]-6-fluoro-pyrazolo[1,5-a]pyrimidin-5-yl]piperazine-1-carboxylate CN1C[C@H](CC1=O)OC(=O)N1CCN(CC1)C1=NC=2N(C=C1F)N=CC2C=2C(=NC=CC2)OC2CCCCC2